ClC=1C=CC=2N(C3=CC=C(C=C3C2C1)Cl)C(C(=O)O)(C)N1C(C2=CC=CC=C2C1=O)=O (3,6-dichloro-9H-carbazol-9-yl)-2-(1,3-dioxoisoindolin-2-yl)propionic acid